4-(2-Chloro-4-fluorophenyl)-5-[4-[(3S)-1-(3-fluoropropyl)pyrrolidin-3-yl]oxyphenyl]-2,3-dihydro-1-benzoxepin-8-ol ClC1=C(C=CC(=C1)F)C=1CCOC2=C(C1C1=CC=C(C=C1)O[C@@H]1CN(CC1)CCCF)C=CC(=C2)O